(R)-2-(pyrrolidin-3-ylmethyl)-2,7-diazaspiro[3.5]nonane-7-carboxylic acid benzyl ester hydrochloride Cl.C(C1=CC=CC=C1)OC(=O)N1CCC2(CN(C2)C[C@H]2CNCC2)CC1